3-((5-chloro-4-(4-fluoro-2-(2-hydroxypropan-2-yl)-1-isopropyl-1H-benzo[d]imidazol-6-yl)pyrimidin-2-yl)amino)-8-(methylsulfonyl)-8-azabicyclo[3.2.1]octan-2-ol ClC=1C(=NC(=NC1)NC1C(C2CCC(C1)N2S(=O)(=O)C)O)C=2C=C(C1=C(N(C(=N1)C(C)(C)O)C(C)C)C2)F